N1=C(C=CC=C1)C(=O)OCC ethyl 2-picolinate